(2S)-1-(1-(3-(2,4-difluorophenoxy)-1,6-naphthyridin-7-yl)-2,2-difluoroethyl)pyrrolidine-2-carboxamide FC1=C(OC=2C=NC3=CC(=NC=C3C2)C(C(F)F)N2[C@@H](CCC2)C(=O)N)C=CC(=C1)F